FC(C=1C=C(C=CC1)CS(=O)(=O)NC1=CC=C(C=C1)N1N=CC(=C1)C(=O)N)(F)F 4-{[3-(trifluoromethyl)phenyl]methane-sulfonamido}phenyl-1H-pyrazole-4-carboxamide